4-oxo-N-({6-[(4-phenoxypiperidin-1-yl)methyl]imidazo[1,2-a]pyridin-2-yl}methyl)-4H-pyrido[1,2-a]pyrimidine-2-carboxamide O=C1C=C(N=C2N1C=CC=C2)C(=O)NCC=2N=C1N(C=C(C=C1)CN1CCC(CC1)OC1=CC=CC=C1)C2